N-(Cyclopropylmethyl)-N-[3-methoxy-5-[2-(methylamino)ethoxy]phenyl]-3-(1-methylpyrazol-4-yl)quinoxalin-6-amine C1(CC1)CN(C=1C=C2N=C(C=NC2=CC1)C=1C=NN(C1)C)C1=CC(=CC(=C1)OCCNC)OC